(+)-1,1'-binaphthol C=1(C(=CC=C2C=CC=CC12)O)C1=CC=CC2=CC=CC=C12